2-(2-benzyloxyethoxy)ethyl methanesulfonate CS(=O)(=O)OCCOCCOCC1=CC=CC=C1